The molecule is a tetracyclic triterpenoid found in Dysoxylum lenticellatum. It has a role as a metabolite and a plant metabolite. It is a methyl ketone, a tetracyclic triterpenoid and a cyclic terpene ketone. CC(=O)[C@@H]1CC[C@]2([C@]1(CC[C@H]3C2=CC[C@@H]4[C@@]3(CCC(=O)C4(C)C)C)C)C